2-(6,7-difluoro-1H-indol-3-yl)-N,N-diethylethan-1-amine FC1=CC=C2C(=CNC2=C1F)CCN(CC)CC